COC=1C=C2C=C(C=NC2=C(C1)C1=CCC2(CC2)CC1)C(=O)N[C@H](C)C=1OC=CN1 (R)-6-methoxy-N-(1-(oxazol-2-yl)ethyl)-8-(spiro[2.5]oct-5-en-6-yl)quinoline-3-carboxamide